ClC1=CC(=C(N=N1)C(=O)NC([2H])([2H])[2H])NC1=NC(=CC=C1S(=O)(=O)C)N=C(C1=CC=CC=C1)C1=CC=CC=C1 6-Chloro-4-((6-((diphenylmethylene)amino)-3-(methylsulfonyl)pyridin-2-yl)amino)-N-(methyl-d3)pyridazine-3-carboxamide